C1(=CC=CC=C1)S(=O)(=O)/C=C/CNC(=O)C=1C(NC=2CCC(CC2C1)(F)F)=O N-[(2E)-3-(benzenesulfonyl)prop-2-en-1-yl]-6,6-difluoro-2-oxo-1,2,5,6,7,8-hexahydroquinoline-3-carboxamide